CN(CCC1=C(C=CC(=N1)NC=1C2=C(C(=NC1)C1=C3C(=NC=C1)N(C=C3)C)CNC2=O)C2CCOCC2)C 7-((6-(2-(Dimethylamino)ethyl)-5-(tetrahydro-2H-pyran-4-yl)pyridin-2-yl)amino)-4-(1-methyl-1H-pyrrolo[2,3-b]pyridin-4-yl)-2,3-dihydro-1H-pyrrolo[3,4-c]pyridin-1-one